methyl 9-isopropyl-7,10-dioxo-6-(4-(trifluoro-methyl)benzyl)-2,6,9-triazaspiro[4.5]decane-2-carboxylate C(C)(C)N1CC(N(C2(CCN(C2)C(=O)OC)C1=O)CC1=CC=C(C=C1)C(F)(F)F)=O